C(=O)(O)CCCCCN(C=1C=C2OC3=C(C(CC(C3=CC2=CC1)(C)C)=O)S(=O)(=O)[O-])CC 6-[5-carboxypentyl (ethyl) amino]-1,1-dimethyl-3-oxo-2H-xanthene-4-sulfonate